1-Hydroxy-2H-thieno[3,2-d]diazaborinine B1(C2=C(C=NN1)SC=C2)O